2-(((1-(3-fluoropropyl)azetidin-3-yl)carbamoyl)oxy)propane-1,3-diyl dipalmitate C(CCCCCCCCCCCCCCC)(=O)OCC(COC(CCCCCCCCCCCCCCC)=O)OC(NC1CN(C1)CCCF)=O